5-methoxy-4-propylthio-3-bromo-2(5H)furanone COC1C(=C(C(O1)=O)Br)SCCC